NCC[C@@H](C)[C@H]1CCC2C3C(CC4C[C@@H](CC[C@@]4(C3CC[C@]12C)C)O)=O (3R,10S,13R,17R)-17-((R)-4-aminobutan-2-yl)-3-hydroxy-10,13-dimethylhexadecahydro-7H-cyclopenta[a]phenanthren-7-one